dibromo[2,6-bis[4-(S)-isopropyl-2-oxazolyl]-4-trifluoromethylpyridine] cobalt [Co].BrC=1C(=C(C(=NC1C=1OC=C(N1)C(C)C)C=1OC=C(N1)C(C)C)Br)C(F)(F)F